C(C)OC(=O)C=1C=C2C(=CC=CN2C1)Br 8-bromoindolizine-2-carboxylic acid ethyl ester